C(CCCCCCCCCCCCCCCCC)(=O)OO hydroxy octadecanoate